ClC1=C(C=CC(=C1)C=1C2=C(N=C(N1)SC)C(CC2)(F)F)O 2-Chloro-4-(7,7-difluoro-2-(methylsulfanyl)-6,7-dihydro-5H-cyclopenta[d]pyrimidin-4-yl)phenol